aluminum bis(2,6-dimethyl-8-quinolinolate) CC1=NC2=C(C=C(C=C2C=C1)C)[O-].CC1=NC2=C(C=C(C=C2C=C1)C)[O-].[Al+2]